6-cyclopropyl-N-(7-methoxy-4-(1-methyl-3-(thiazol-4-yl)-1H-pyrazol-4-yl)quinazolin-6-yl)nicotinamide C1(CC1)C1=NC=C(C(=O)NC=2C=C3C(=NC=NC3=CC2OC)C=2C(=NN(C2)C)C=2N=CSC2)C=C1